1-methyl-4-(7-methyl-2-((7-methyl-[1,2,4]triazolo[1,5-a]pyridin-6-yl)amino)-8-oxo-7,8-dihydro-9H-purin-9-yl)piperidine-4-carbonitrile CN1CCC(CC1)(C#N)N1C2=NC(=NC=C2N(C1=O)C)NC=1C(=CC=2N(C1)N=CN2)C